S1C(=NC2=C1C=CC=C2)[C@H](N)C2=C(C=CC(=C2)F)OCOC |r| (±)-benzo[d]thiazol-2-yl-(5-fluoro-2-(methoxymethoxy)phenyl)methanamine